(3R)-3-{[6-(4-methyl-phenyl)pyridin-3-yl]oxy}-1-azabicyclo[2.2.2]octane CC1=CC=C(C=C1)C1=CC=C(C=N1)O[C@H]1CN2CCC1CC2